2-methyl-7,8-dihydropyrido[4,3-d]pyrimidin-5(6H)-one CC=1N=CC2=C(N1)CCNC2=O